iodoacetaldehyde 2,3-dimethyl-2-cyclopentenyl ethyl acetal C(C)OC(CI)OC1C(=C(CC1)C)C